(R)-10-((5-chloro-2-((3S,5R)-4,4-difluoro-3,5-dimethylpiperidin-1-yl)pyrimidin-4-yl)amino)-2-cyclopropyl-7-methyl-1,2,3,4-tetrahydro-[1,4]thiazepino[2,3-c]quinolin-6(7H)-one ClC=1C(=NC(=NC1)N1C[C@@H](C([C@@H](C1)C)(F)F)C)NC1=CC=2C3=C(C(N(C2C=C1)C)=O)SCC[C@@H](N3)C3CC3